(4-Methylpiperazin-1-yl)(6-(5-((3-methylpyridin-2-yl)amino)-1,2,4-thiadiazol-3-yl)pyridin-3-yl)methanone CN1CCN(CC1)C(=O)C=1C=NC(=CC1)C1=NSC(=N1)NC1=NC=CC=C1C